isopropyl (S)-6-diazo-2-((S)-2-methoxy-4-(methylthio) butanamido)-5-oxohexanoate [N+](=[N-])=CC(CC[C@@H](C(=O)OC(C)C)NC([C@H](CCSC)OC)=O)=O